COC1=CC=C2NC=C(CCNCC)C2=C1 5-methoxy-N-ethyltryptamine